(2S,4R)-1-(2-methylbenzofuro[3,2-d]pyrimidin-4-yl)-4-(2-oxo-2-((2-phenylpyrimidin-5-yl)amino)ethyl)pyrrolidine-2-carboxylic acid CC=1N=C(C2=C(N1)C1=C(O2)C=CC=C1)N1[C@@H](C[C@@H](C1)CC(NC=1C=NC(=NC1)C1=CC=CC=C1)=O)C(=O)O